Sulfur-sodium salt [Na].[S]